3-(2-chlorophenyl)-7-isopropyl-1H-indole-2-carboxylic acid ClC1=C(C=CC=C1)C1=C(NC2=C(C=CC=C12)C(C)C)C(=O)O